[Ti+4].N1N=C(C=C1)C(=O)[O-].N1N=C(C=C1)C(=O)[O-].C[N-]C.C[N-]C Bis(dimethylamide) bis(pyrazolate) titanium